Ethyl (3R)-3-(1,4-dimethyl-1H-benzotriazol-5-yl)-3-(7-{[(4S*)-4-ethyl-1,1-dioxido-4,5-dihydro-1,2-benzothiazepin-2(3H)-yl]methyl}-2,3-dihydro-1H-inden-5-yl)propanoate CN1N=NC2=C1C=CC(=C2C)[C@H](CC(=O)OCC)C=2C=C1CCCC1=C(C2)CN2S(C1=C(C[C@@H](C2)CC)C=CC=C1)(=O)=O |o1:33|